C(CC(C)C)OCC(C)O propylene glycol isopentyl ether